Methyl 4-[3-[2,6-dichloro-4-(1-methylpyrazolo[3,4-b]pyridin-5-yl)benzoyl]-2,4-dihydro-1,3-benzoxazin-8-yl]-5-fluoro-2-(3-oxa-8-azabicyclo[3.2.1]octan-8-yl)benzoate ClC1=C(C(=O)N2COC3=C(C2)C=CC=C3C3=CC(=C(C(=O)OC)C=C3F)N3C2COCC3CC2)C(=CC(=C1)C=1C=C2C(=NC1)N(N=C2)C)Cl